[Ni+2].P(=O)(OCC1=CC(=C(C(=C1)C(C)(C)C)O)C(C)(C)C)(OCC)[O-].C(C)(C)(C)C=1C=C(COP(=O)(OCC)[O-])C=C(C1O)C(C)(C)C 3,5-di-tert-butyl-4-hydroxybenzyl monoethyl phosphate nickel